2-(3-(3-(Cyclopropylethynyl)-4-fluorophenyl)-5-(cyclopropylmethyl)-4-(3-fluoro-4-sulfamoylbenzyl)-1H-pyrazol-1-yl)oxazole-4-carboxylic acid C1(CC1)C#CC=1C=C(C=CC1F)C1=NN(C(=C1CC1=CC(=C(C=C1)S(N)(=O)=O)F)CC1CC1)C=1OC=C(N1)C(=O)O